5,6-dihydro-4H-thieno[2,3-c]pyrrol-4-one S1C=CC2=C1CNC2=O